1-[3-(4-Bromo-2-methyl-2H-pyrazol-3-yl)-4-methoxy-phenyl]-3-naphthalen-2-yl-urea BrC1=C(N(N=C1)C)C=1C=C(C=CC1OC)NC(=O)NC1=CC2=CC=CC=C2C=C1